C(C)(C)(C)OC(=O)N1CC2=CC(=C(C=C2CC1)NC(=O)C1=CC(=NN1C1=CC(=CC=C1)CNC(=O)OC(C)(C)C)C(F)(F)F)F 6-(1-(3-((tert-butoxycarbonylamino)methyl)phenyl)-3-(trifluoromethyl)-1H-pyrazole-5-carboxamido)-7-fluoro-3,4-dihydroisoquinoline-2(1H)-carboxylic acid tert-butyl ester